(1S,2S)-N-(3-(6-butyryl-4-methylpyridin-3-yl)-2-methoxy-1,6-naphthyridin-7-yl)-2-fluorocyclopropane-1-carboxamide C(CCC)(=O)C1=CC(=C(C=N1)C=1C(=NC2=CC(=NC=C2C1)NC(=O)[C@H]1[C@H](C1)F)OC)C